N-{6-[(2-amino-4-fluorophenyl)amino]-6-oxohexyl}-3-[4-(cyclopentylamino)phenyl]-1H-pyrazole-5-carboxamide NC1=C(C=CC(=C1)F)NC(CCCCCNC(=O)C1=CC(=NN1)C1=CC=C(C=C1)NC1CCCC1)=O